N[C@@H](CC(=O)OC(C)(C)C)C(=O)OC(C)(C)C di-tert-butyl L-(-)-aspartate